4-(2-((3-chloro-1-methyl-1H-pyrazol-4-yl)sulfonyl)propan-2-yl)-N-(isoxazol-3-yl)piperidine-1-carboxamide ClC1=NN(C=C1S(=O)(=O)C(C)(C)C1CCN(CC1)C(=O)NC1=NOC=C1)C